O1CCOC12CCC(CC2)N2CC(NC1=CC=CC=C21)=O 4-(1,4-dioxaspiro[4.5]decan-8-yl)-1,3-dihydroquinoxalin-2-one